3-(5-(difluoromethyl)-1,3,4-thiadiazol-2-yl)-N-(1-(fluoromethyl)cyclopropyl)-8-(4-Isobutyrylpiperazin-1-yl)-N-(4-methoxybenzyl)imidazo[1,5-a]pyridine-6-sulfonamide FC(C1=NN=C(S1)C1=NC=C2N1C=C(C=C2N2CCN(CC2)C(C(C)C)=O)S(=O)(=O)N(CC2=CC=C(C=C2)OC)C2(CC2)CF)F